N1(CCC1)C=1C=C(C=CC1)C1=NC(=NC=C1Cl)NC=1C=C(C=NC1)N1C(C2(CC1)CCN(CC2)C(=O)OC(C)(C)C)=O tert-butyl 2-[5-[[4-[3-(azetidin-1-yl)phenyl]-5-chloro-pyrimidin-2-yl]amino]-3-pyridyl]-1-oxo-2,8-diazaspiro[4.5]decane-8-carboxylate